C(C1=CC=CC=C1)NC1=CC=C(C=C1)C(F)(F)F N-Benzyl-4-(trifluoromethyl)aniline